ClC=1C(=C2C=NNC2=C(C1F)C(=C)C)C=1N=CC=2N(C1)C=C(N2)NC(=O)[C@H]2[C@H](C2)F (1S,2S)-N-(6-(5-chloro-6-fluoro-7-(prop-1-en-2-yl)-1H-indazol-4-yl)imidazo[1,2-a]pyrazin-2-yl)-2-fluorocyclopropane-1-carboxamide